3-Amino-5-chloro-2-hydroxy-N-methylbenzenesulfonamide NC=1C(=C(C=C(C1)Cl)S(=O)(=O)NC)O